C(C1=CC=CC=C1)(=O)OCC(CO)C 2-methyl-1,3-propanediol benzoate